3-Amino-8-(2-fluoro-6-methoxyphenyl)-N-(5-methylthiazol-2-yl)imidazo[1,2-a]pyridine-2-carboxamide NC1=C(N=C2N1C=CC=C2C2=C(C=CC=C2OC)F)C(=O)NC=2SC(=CN2)C